FC[Si](OCCC)(OCCC)OCCC fluoromethyltri-n-propoxysilane